2,4-Dioxo-1,3,8-triaza-spiro[4.5]decane-8-carboxylic acid (4-methoxy-7-phenyl-thiazolo[4,5-c]pyridin-2-yl)-amide COC1=NC=C(C2=C1N=C(S2)NC(=O)N2CCC1(C(NC(N1)=O)=O)CC2)C2=CC=CC=C2